ClC=1C(=NC=CC1)OC[C@@H]1NCC[C@@H]1C |r| rac-3-chloro-2-(((2R,3S)-3-methylpyrrolidin-2-yl)methoxy)pyridine